[I-].N1C=C(C2=CC=CC=C12)CC[N+](CC=C)(CC=C)CC=C [2-(1H-indol-3-yl)ethyl]tris(prop-2-en-1-yl)azanium iodide